ClC=1C=C(C=CC1C(F)(F)F)NC(=O)N1[C@H]2CC3=C(C=NC=C3)[C@@H]1CC2 (6R,9S)-N-(3-chloro-4-(trifluoromethyl)phenyl)-6,7,8,9-tetrahydro-5H-6,9-epiminocyclohepta-[c]pyridine-10-carboxamide